eicosadiene-12-ene C=CC=CCCCCCCCC=CCCCCCCC